Cl.CN[C@@H]1CO[C@@H](C2=C1C=NC(=C2)C(F)(F)F)C (1R,4S)-N,1-dimethyl-7-(trifluoromethyl)-3,4-dihydro-1H-pyrano[4,3-c]pyridin-4-amine hydrochloride